ClC=1C=C2C(=NC(=NC2=C(C1C1=CC(=CC2=CC=CC=C12)O)F)N1CCC(CC1)N(C)C)N1C[C@H]2CC[C@@H](C1)N2C(=O)OC(C)(C)C tert-Butyl (1R,5S)-3-((S or R)-6-chloro-2-(4-(dimethylamino) piperidin-1-yl)-8-fluoro-7-(3-hydroxynaphthalen-1-yl)quinazolin-4-yl)-3,8-diazabicyclo[3.2.1]octane-8-carboxylate